di-ammonium bis[carbonate] C([O-])([O-])=O.C(O)(O)=O.[NH4+].[NH4+]